NC=1CCC([C@@](N1)(CF)C=1C=C(C=CC1F)NC(=O)C=1N=C(OC1)C(F)F)(F)F (S)-N-(3-(6-amino-3,3-difluoro-2-(fluoromethyl)-2,3,4,5-tetrahydropyridin-2-yl)-4-fluorophenyl)-2-(difluoromethyl)oxazole-4-carboxamide